4-[(3r)-3-[4-[4-(2,2-dimethoxyethyl)-1-piperidinyl]phenyl]pyrrolidin-1-yl]-2-(trifluoro-methyl)benzonitrile COC(CC1CCN(CC1)C1=CC=C(C=C1)[C@@H]1CN(CC1)C1=CC(=C(C#N)C=C1)C(F)(F)F)OC